ClC=1C=C(C(=NC1)OC1=CC=C(C=C1)C1=NC=CC(=N1)CC(=O)O)F (2-{4-[(5-chloro-3-fluoropyridin-2-yl)oxy]phenyl}pyrimidin-4-yl)acetic acid